FC(C(=O)O)(F)F.N=1CC(C=CC1)=O pyridin-3-one trifluoroacetic acid Salt